CC1=CC=CC2=C1N=C(S2)N2C(C1C3CCC(C1C2=O)C3)=O 4-(4-methyl-1,3-benzothiazol-2-yl)-4-azatricyclo[5.2.1.02,6]decane-3,5-dione